1-(((R)-7-((R)-3-cyclohexyl-2-methylpropanoyl)-10-hydroxy-7-azaspiro[4.5]decan-10-yl)methyl)-N,N-dimethyl-6-oxo-4-phenyl-1,6-dihydropyridine-3-carboxamide C1(CCCCC1)C[C@H](C(=O)N1CC2(CCCC2)[C@@](CC1)(O)CN1C=C(C(=CC1=O)C1=CC=CC=C1)C(=O)N(C)C)C